(1S,2S)-N-(6-(((R)-1-(6-cyclopropyl-8-(2,4-dioxoimidazolidin-1-yl)imidazo[1,2-a]pyridin-2-yl)ethyl)amino)pyrimidin-4-yl)-2-(4-methylpyrimidin-2-yl)cyclopropane-1-carboxamide C1(CC1)C=1C=C(C=2N(C1)C=C(N2)[C@@H](C)NC2=CC(=NC=N2)NC(=O)[C@@H]2[C@H](C2)C2=NC=CC(=N2)C)N2C(NC(C2)=O)=O